(2R,3R,4R,5S)-5-((3-amino-1,2,4-thiadiazol-5-yl)amino)-2-(hydroxymethyl)tetrahydro-2H-pyran-3,4-diol NC1=NSC(=N1)N[C@@H]1[C@H]([C@H]([C@H](OC1)CO)O)O